5-((4-(1-(6-((6-acetyl-8-cyclopentyl-5-methyl-7-oxo-7,8-dihydropyrido[2,3-d]pyrimidin-2-yl)amino)pyridin-3-yl)piperidin-4-yl)piperazin-1-yl)methyl)-7-fluoro-1-oxoisoindoline C(C)(=O)C1=C(C2=C(N=C(N=C2)NC2=CC=C(C=N2)N2CCC(CC2)N2CCN(CC2)CC=2C=C3CNC(C3=C(C2)F)=O)N(C1=O)C1CCCC1)C